2H,4H,5H,6H-pyrrolo[3,4-c]pyrazol-4-one hydrochloride Cl.N=1NC=C2C1CNC2=O